C1(CCCCC1)C(=O)N1[C@@H](C=2NC3=CC=CC=C3C2C[C@H]1C)C1=C(C=C(C=C1F)OCCN1CC(C1)CF)F cyclohexyl((1R,3R)-1-(2,6-difluoro-4-(2-(3-(fluoromethyl)azetidin-1-yl)ethoxy)phenyl)-3-methyl-3,4-dihydro-1H-pyrido[3,4-b]indol-2(9H)-yl)methanone